(Z)-4-((5-(4-chlorophenyl)-1,3,4-oxadiazol-2-yl)amino)-N'-hydroxybenzamidine ClC1=CC=C(C=C1)C1=NN=C(O1)NC1=CC=C(/C(=N/O)/N)C=C1